FC1=C(C=CC(=C1NC=1C2=C(N=CN1)C=CC(=N2)N2C=NC1=C2C=CC=C1CO)F)NS(=O)(=O)C1=C(C(=CC=C1)F)C N-[2,4-difluoro-3-[[6-[4-(hydroxymethyl)benzimidazol-1-yl]pyrido[3,2-d]pyrimidin-4-yl]amino]phenyl]-3-fluoro-2-methyl-benzenesulfonamide